C(CCCCCCCCCCCCC)(=O)OC1=NC2=CC(=CC=C2C=C1)OCCCCN1CCN(CC1)C1=CC=CC=2SC=CC21 7-(4-(4-(benzo[b]thiophen-4-yl)piperazin-1-yl)butoxy)quinolin-2-yl tetradecanoate